ClC=1C(=CC2=C(N(C[C@H](N(S2(=O)=O)C)C2CCCCC2)C2=CC=CC=C2)C1)C=1OC=C(N1)C(=O)OCC ethyl (R)-2-(7-chloro-3-cyclohexyl-2-methyl-1,1-dioxido-5-phenyl-2,3,4,5-tetrahydrobenzo[f][1,2,5]thiadiazepin-8-yl)oxazole-4-carboxylate